C(C1=CC=CC=C1)OC1CC(C1)OC1=CC=C(C=C1)F 1-((1S,3S)-3-(benzyloxy)cyclobutoxy)-4-fluorobenzene